O[C@@H](C)C1CN(C1)CC1=CC=C(C=C1)NC(=O)NCC1=CC=C(C=C1)OC N-(4-{[3-((1S)-1-hydroxyethyl)azetidinyl]methyl}phenyl){[(4-methoxyphenyl)methyl]amino}carboxamide